5-methoxypicoline-2,3-dicarboxylic acid dimethyl ester COC(=O)C1(NC=C(C=C1C(=O)OC)OC)C